6-methylpyridinecarboxamide hydrochloride Cl.CC1=CC=CC(=N1)C(=O)N